hydroxy-hydrogen-phosphate OOP(=O)([O-])[O-]